FC([C@H](C)N1N=NC2=C1C=C(C=C2)C=2C(=CN1N=C(N=C(C12)OC)N[C@H]1[C@H](CN(CC1)C)F)F)F 5-(1-((S)-1,1-difluoropropan-2-yl)-1H-benzo[d][1,2,3]triazol-6-yl)-6-fluoro-N-((3S,4R)-3-fluoro-1-methylpiperidin-4-yl)-4-methoxypyrrolo[2,1-f][1,2,4]triazin-2-amine